OC(C)(C)C=1C(=CC2=C(N=C(S2)C2CCC(CC2)C=O)C1)N1C(C2=CC=CC=C2CC1)=O (1R,4R)-4-(5-(2-hydroxypropan-2-yl)-6-(1-oxo-3,4-dihydroisoquinolin-2(1H)-yl)benzo[d]thiazol-2-yl)cyclohexanecarbaldehyde